2-(3-(5-amino-6-(4-phenylpiperazin-1-yl)pyrazin-2-yl)-4-methylphenyl)-3,3,3-trifluoro-2-hydroxypropanamide trifluoroacetate FC(C(=O)O)(F)F.NC=1N=CC(=NC1N1CCN(CC1)C1=CC=CC=C1)C=1C=C(C=CC1C)C(C(=O)N)(C(F)(F)F)O